C1(=CC=CC=C1)C1=NNC(=C1C#CC1=CC=CC=C1)NC(C)=O N-[3-Phenyl-4-(2-phenylethynyl)-1H-pyrazol-5-yl]acetamide